C(C)(C)(C)OC(=O)N1C[C@H](CC=C1C=1C=CC2=C(CC3(CCN(CC3)C3CC3)O2)C1)C (S)-6-(1'-cyclopropyl-3H-spiro[benzofuran-2,4'-piperidin]-5-yl)-3-methyl-3,4-dihydropyridine-1(2H)-carboxylic acid tert-butyl ester